[C-]#N.C(C)[NH+]1CCC(CC1)CCCC 1-Ethyl-4-butylpiperidinium cyanid